C(C)[N+](CCCNC(=O)C=1N(C=C(C1)NC(=O)C=1N(C=C(C1)NC(C1=CN=C(C=C1)\C=C\C1=CC(=C(C=C1)F)OC)=O)C)C)(C)C (E)-N-ethyl-3-(4-(4-(6-(4-fluoro-3-methoxystyryl)nicotinamido)-1-methyl-1H-pyrrole-2-carboxamido)-1-methyl-1H-pyrrole-2-carboxamido)-N,N-dimethylpropan-1-aminium